FC(C(=O)O)(F)F.N[C@H](C)C1=C(C=C(C=C1)NC1=NC=2N(C(=C1)NC1CC1)N=CC2C#N)C[S@](=O)C |&1:33| (±)-5-((4-((R,S)-1-aminoethyl)-3-((methylsulfinyl)methyl)phenyl)amino)-7-(cyclopropylamino)pyrazolo[1,5-a]pyrimidine-3-carbonitrile monotrifluoroacetic acid salt